antimony-sodium-cesium [Cs].[Na].[Sb]